(R)-7-Cyclobutyl-N-(1,1-dioxido-2,3-dihydrothiophen-3-yl)-8-fluoro-2-oxo-1,2-dihydroquinoline-3-carboxamide C1(CCC1)C1=CC=C2C=C(C(NC2=C1F)=O)C(=O)N[C@H]1CS(C=C1)(=O)=O